ClC=1C(=C(C=CC1F)[C@H](NC(=O)N1[C@@H](C(NCC1)=O)C)C1CC(C1)(F)F)F (2R)-N-((R)-(3-chloro-2,4-difluorophenyl)(3,3-difluorocyclobutyl)methyl)-2-methyl-3-oxopiperazine-1-carboxamide